N1CCC(CC1)CN(C1CC=2C=CC=C(C2CC1)O)CCC 6-((piperidin-4-ylmethyl)(propyl)amino)-5,6,7,8-tetrahydronaphthalen-1-ol